FC=1C=CC=C2C=CN(C12)C(=O)[O-] 7-fluoro-1H-indole-1-carboxylate